N1N=C(C=C1)CC=1SC2=C(N(C=3C(N(N=CC32)CC3=NN(C=C3C)C)=O)C)N1 2-((1H-pyrazol-3-yl)methyl)-6-((1,4-dimethyl-1H-pyrazol-3-yl)methyl)-4-methyl-4H-thiazolo[5',4':4,5]pyrrolo[2,3-d]pyridazin-5(6H)-one